(2,4,6-trimethylbenzoyl)-phenylphosphine CC1=C(C(=O)PC2=CC=CC=C2)C(=CC(=C1)C)C